C(CC(C)C)C(=O)CC Ethyl isopentyl ketone